6-(2-cyano-2-methylpropyloxy)-4-(6-(6-((6-methoxypyridin-3-yl)methyl)-3,6-diazabicyclo[3.1.1]heptan-3-yl)pyridin-3-yl)pyrazolo[1,5-a]pyridine-3-carbonitrile C(#N)C(COC=1C=C(C=2N(C1)N=CC2C#N)C=2C=NC(=CC2)N2CC1N(C(C2)C1)CC=1C=NC(=CC1)OC)(C)C